6-methyl-4-[(1-methylcyclopropyl)amino]-N-{[6-(trifluoromethyl)-[1,2,4]triazolo[4,3-a]pyridin-3-yl]methyl}furo[2,3-d]pyrimidine-5-carboxamide CC1=C(C2=C(N=CN=C2NC2(CC2)C)O1)C(=O)NCC1=NN=C2N1C=C(C=C2)C(F)(F)F